C(C)(C)NO Isopropyl-hydroxyl-amine